(2S)-2-amino-6-[[(2R,3R)-3-methyl-3,4-dihydro-2H-pyrrole-2-carbonyl]amino]hexanoic acid N[C@H](C(=O)O)CCCCNC(=O)[C@@H]1N=CC[C@H]1C